ethyl (E)-4-cyclohexylbut-2-enoate C1(CCCCC1)C/C=C/C(=O)OCC